C(C)(C)(C)OC(=O)C=1C(C=C2C=CC=CC12)=O 2-oxoindene-1-carboxylic acid tert-butyl ester